CC1N(CC(NC1)C)C(=O)N 2,5-dimethylpiperazine-1-carboxamide